tert-butyl (1-((3-(3-(4-(3-(2,4-dioxotetrahydropyrimidin-1(2H)-yl)-1-methyl-1H-indazol-6-yl)piperidin-1-yl)-2-methylpropyl)phenyl)sulfonyl)piperidin-4-yl)-carbamate O=C1N(CCC(N1)=O)C1=NN(C2=CC(=CC=C12)C1CCN(CC1)CC(CC=1C=C(C=CC1)S(=O)(=O)N1CCC(CC1)NC(OC(C)(C)C)=O)C)C